6-[5,6-difluoro-4-[2-(2-hydroxyethyl)morpholin-4-yl]-8-(methylamino)-9H-pyrido[2,3-b]indol-3-yl]-1-methyl-4-oxo-1,8-naphthyridine-3-carboxylic acid FC1=C2C3=C(NC2=C(C=C1F)NC)N=CC(=C3N3CC(OCC3)CCO)C=3C=C1C(C(=CN(C1=NC3)C)C(=O)O)=O